C(C)(C)(C)OC(=O)N1CC(C[C@H](C1)N1N=C(C=2C1=NC=NC2N)C2=C(C=C(C=C2)OC2=CC=CC=C2)F)(F)F (R)-5-(4-amino-3-(2-fluoro-4-phenoxyphenyl)-1H-pyrazolo[3,4-d]pyrimidin-1-yl)-3,3-difluoropiperidine-1-carboxylic acid tert-butyl ester